C(C)(C)(C)OC(=O)N1CCC(=CC1)C1=CC=C(C=C1)Br 4-(4-bromophenyl)-3,6-dihydropyridine-1(2H)-carboxylic acid tert-butyl ester